2-(4-bromo-2-thienyl)acetic acid BrC=1C=C(SC1)CC(=O)O